C1(CC1)C1=NC(=CC(=C1)C(=O)N1CC2=CC=C(C=C2C1)C(=O)O)OCC1CCOCC1 2-[2-cyclopropyl-6-(oxacyclohex-4-ylmethoxy)pyridine-4-carbonyl]-1,3-dihydroisoindole-5-carboxylic acid